3-(Chloromethyl)-2-(trifluoromethyl)-1,8-naphthyridine ClCC=1C(=NC2=NC=CC=C2C1)C(F)(F)F